6-[(1-acetyl-4-piperidinyl)amino]-2-[(2R)-3-(3,4-dihydro-1H-isoquinolin-2-yl)-2-hydroxy-propyl]-3,4-dihydroisoquinolin-1-one C(C)(=O)N1CCC(CC1)NC=1C=C2CCN(C(C2=CC1)=O)C[C@@H](CN1CC2=CC=CC=C2CC1)O